(R)-1-(4-(3-(3-((5-(Trifluoromethyl)pyrimidin-2-yl)amino)piperidin-1-yl)imidazo[1,5-a]pyrazin-8-yl)piperidin-1-yl)prop-2-en-1-one FC(C=1C=NC(=NC1)N[C@H]1CN(CCC1)C1=NC=C2N1C=CN=C2C2CCN(CC2)C(C=C)=O)(F)F